FCCN1CCC(CC1)NC=1C(=CN(C(C1)=O)C1CCOCC1)C(=O)N[C@H](C)C1=C(C(=CC=C1)C(F)(F)F)C (R)-4-((1-(2-fluoroethyl)piperidin-4-yl)amino)-N-(1-(2-methyl-3-(trifluoromethyl)phenyl)ethyl)-6-oxo-1-(tetrahydro-2H-pyran-4-yl)-1,6-dihydropyridine-3-carboxamide